4-(isopropylamino)-6-(1H-pyrazol-4-yl)-N-(2-(pyridin-3-yl)ethyl)quinoline-3-carboxamide C(C)(C)NC1=C(C=NC2=CC=C(C=C12)C=1C=NNC1)C(=O)NCCC=1C=NC=CC1